C(C)OC1=C(C=C(C(=C1)[N+](=O)[O-])[N+](=O)[O-])OC 1-ethoxy-2-methoxy-4,5-dinitrobenzene